N-cyclopropyl-2-({3-[(E)-2-{6-[3-(pyrrolidin-1-yl)propyl]pyridine-2-yl}vinyl]-1H-indazol-6-yl}thio)benzamide C1(CC1)NC(C1=C(C=CC=C1)SC1=CC=C2C(=NNC2=C1)\C=C\C1=NC(=CC=C1)CCCN1CCCC1)=O